2-((3R,4S)-3-aminotetrahydro-2H-pyran-4-yl)-3-bromo-N-(but-2-yn-1-yl)-5-chlorothieno[3,2-b]pyridin-7-amine N[C@H]1COCC[C@@H]1C1=C(C2=NC(=CC(=C2S1)NCC#CC)Cl)Br